(R)-2-(6-chloro-4-(((cyclopropylmethyl)amino)methyl)pyridin-2-yl)-6-(1-(4-methyl-4H-1,2,4-triazol-3-yl)propan-2-yl)isoindolin-1-one ClC1=CC(=CC(=N1)N1C(C2=CC(=CC=C2C1)[C@@H](CC1=NN=CN1C)C)=O)CNCC1CC1